C(C)(C)SC1=CC(=C(C=C1OC)[C@@H]1CNCCC1)OC (R)-3-(4-(isopropylsulfanyl)-2,5-dimethoxyphenyl)piperidine